4-(4-bromo-5-methyl-1,2,3-triazol-1-yl)-1-(oxetan-3-yl)piperidine BrC=1N=NN(C1C)C1CCN(CC1)C1COC1